ClC=1N=C2C(=C(C(N(C2=CC1)C)=O)C#N)N1CCC(CC1)(CC1=NC=CC(=C1)OC(C)C)O 6-chloro-4-[4-hydroxy-4-[(4-isopropoxy-2-pyridinyl)methyl]-1-piperidinyl]-1-methyl-2-oxo-1,5-naphthyridine-3-carbonitrile